5-methoxy-3-methyl-2-(4-methylphenylethyl)-2H-benzo[g]indazole COC1=CC2=C(N(N=C2C2=C1C=CC=C2)CCC2=CC=C(C=C2)C)C